CCC1CO1 butene Oxide